CC1=C(C(=O)NC)C=CC=C1[C@@H](C)N1C=NC2=CC(=CC=C2C1=O)Br methyl-(R)-3-(1-(7-bromo-4-oxoquinazolin-3(4H)-yl)ethyl)-N-methylbenzamide